(S)-2-(5-(ethoxycarbonyl)-4-(4-((4-fluoropyridin-2-yl)carbamoyl)phenyl)-1H-imidazol-2-yl)piperidine-1-carboxylic acid tert-butyl ester C(C)(C)(C)OC(=O)N1[C@@H](CCCC1)C=1NC(=C(N1)C1=CC=C(C=C1)C(NC1=NC=CC(=C1)F)=O)C(=O)OCC